isohexyl-cyanoacrylate C(CCC(C)C)C=C(C(=O)[O-])C#N